O=NC=1C(=C2C=CC=CC2=CC1)C1=CC=CC2=CC=CC=C12 ketobinaphthyl-amine